4-((6-azidohexyl)thio)-2-(2,6-dioxopiperidin-3-yl)isoindoline-1,3-dione N(=[N+]=[N-])CCCCCCSC1=C2C(N(C(C2=CC=C1)=O)C1C(NC(CC1)=O)=O)=O